BrC1=C(C=C(C=C1)I)C(C)=O 1-(2-Bromo-5-iodophenyl)ethanone